O=C1NC(CCC1C1=NN(C2=C(C=CC=C12)OCC(=O)NC=1OC(=NN1)C)C)=O 2-((3-(2,6-dioxopiperidin-3-yl)-1-methyl-1H-indazol-7-yl)oxy)-N-(5-methyl-1,3,4-oxadiazol-2-yl)acetamide